(4-(7-fluoro-1H-indol-3-yl)thiophen-2-yl)-4-oxobutanoic acid methyl ester COC(C(CC=O)C=1SC=C(C1)C1=CNC2=C(C=CC=C12)F)=O